C[NH+]1CC(C1)NC(=O)C=1C=C(C=CC1)[C@@H](CCN1CCC(CC1)C1=CC=C(C(=O)O)C=C1)NC(=O)C=1SC2=NC=3CC[C@@H](CC3C=C2N1)C(C)(C)C 4-[1-[(3R)-3-[3-[(1-methylazetidin-1-ium-3-yl)carbamoyl]phenyl]-3-[[(7S)-7-tert-butyl-5,6,7,8-tetrahydrothiazolo[5,4-b]quinoline-2-carbonyl]amino]propyl]-4-piperidyl]benzoic acid